3-Pyridylcarbinol N1=CC(=CC=C1)CO